COC(=O)[C@@H]1N(C[C@@H](C1)O[Si](C)(C)C(C)(C)C)CC1=CC=CC=C1 (2R,4R)-1-benzyl-4-(tert-butyldimethylsilyloxy)pyrrolidine-2-carboxylic acid methyl ester